4-Cyclopentylamin C1CCC(C1)N